nonoxyethyl acrylate C(C=C)(=O)OCCOCCCCCCCCC